(bicyclo[1.1.1]pentan-1-yl)acetyl chloride C12(CC(C1)C2)CC(=O)Cl